(1R/S,2R/S,3S,3aR,8bS)-1,8b-dihydroxy-6,8-dimethoxy-3a-(4-methoxyphenyl)-3-phenyl-2,3,3a,8b-tetrahydro-1H-cyclopenta[b]benzofuran O[C@@H]1C[C@H]([C@@]2(OC3=C([C@@]21O)C(=CC(=C3)OC)OC)C3=CC=C(C=C3)OC)C3=CC=CC=C3 |&1:1|